NC=1C=C(C=C2C=C(N=CC12)NC(=O)[C@H]1[C@@H](C1)C#N)C1CNC(O1)=O trans-N-[8-amino-6-(2-oxooxazolidin-5-yl)-3-isoquinolinyl]-2-cyano-cyclopropanecarboxamide